(R*)-(3-amino-4,5-dihydropyrano[3,4-c]pyrazol-2(7H)-yl)(6-fluoro-1,2,3,4-tetrahydro-quinolin-4-yl)methanone NC1=C2C(=NN1C(=O)[C@@H]1CCNC3=CC=C(C=C13)F)COCC2 |o1:8|